COC(=O)[C@H]1N(C[C@@H](C1)OC)C(=O)OC(C)(C)C (2S,4R)-(1-tert-Butoxycarbonyl-4-methoxy-2-pyrrolidinyl)carboxylic acid methyl ester